{[4-[(methylsulfonyl)methyl]phenyl]amino}pyrimidine-5-carboxamide CS(=O)(=O)CC1=CC=C(C=C1)NC1=NC=C(C=N1)C(=O)N